ClC1=CC(N(N=C1)COCC[Si](C)(C)C)=O 5-chloro-2-((2-(trimethylsilyl)ethoxy)methyl)pyridazin-3(2H)-one